(3-bromo-5-methylphenyl)boric acid BrC=1C=C(C=C(C1)C)OB(O)O